C[Si](OC1(CCCCC1)C(=O)ON1C(CCC1=O)=O)(C)C 2,5-dioxopyrrolidin-1-yl 1-((trimethylsilyl)oxy)cyclohexane-1-carboxylate